Oxacyclohexadecen C1=COCCCCCCCCCCCCC1